C1(=CC=CC=C1)C\1=NOC(/C1=C/C=1SC(=CC1)N1CCCCC1)=O (E)-3-phenyl-4-((5-(piperidin-1-yl)thiophen-2-yl)methylene)isoxazol-5(4H)-one